ClC=1C=C(C=CC1F)NC(N(CC1=NNC=2CCCCC12)C1=C(C(=O)O)C=CC=C1)=O (3-(3-Chloro-4-fluorophenyl)-1-((4,5,6,7-tetrahydro-1H-indazol-3-yl)methyl)ureido)benzoic acid